(S)-1-isopropylazetidine-2-carboxylic acid C(C)(C)N1[C@@H](CC1)C(=O)O